CC/C=C\\C/C=C\\C/C=C\\CC1C(O1)C/C=C\\CCCC(=O)O The molecule is an EpETE obtained by formal epoxidation of the 8,9-double bond of all-cis-5,8,11,14,17-icosapentaenoic acid. It derives from an all-cis-5,8,11,14,17-icosapentaenoic acid. It is a conjugate acid of a (5Z,11Z,14Z,17Z)-8,9-epoxyicosatetraenoate.